F[C@H]1C[C@H](N2N=C(N=C21)C(=O)N[C@H]2COC1=C(N(C2=O)C)C=CC=C1)C1=CC=CC=C1 |r| rac-(5S,7S)-7-fluoro-5-phenyl-N-[rac-(3S)-5-methyl-4-oxo-2,3-dihydro-1,5-benzoxazepine-3-yl]-6,7-dihydro-5H-pyrrolo[1,2-b][1,2,4]Triazole-2-carboxamide